2-(10-acryloyl-3-(8-chloronaphthalen-1-yl)-4-fluoro-7-methyl-8-oxo-8,8a,9,10,11,12-hexahydro-7H-pyrazino[1',2':4,5]pyrazino[2,3-c][1,6]naphthyridin-11-yl)acetonitrile C(C=C)(=O)N1CC2N(C3=C(C=NC4=C(C(=NC=C34)C3=CC=CC4=CC=CC(=C34)Cl)F)N(C2=O)C)CC1CC#N